N1(CCCC1)CCOC1=CC=C(C=C1)C1(SC(=C(N1)N)C1=NC2=CC=CC=C2N=C1)N 2-(4-(2-(pyrrolidin-1-yl)ethoxy)phenyl)-5-(quinoxalin-2-yl)thiazole-2,4-diamine